1,4a-dimethyl-6-methylene-5-((E)-2-(2-oxo-2,5-dihydrofuran-3-yl)ethenyl)decahydronaphthalen-2-yl-2-amino-3-phenylpropanoate CC1C(CCC2(C(C(CCC12)=C)\C=C\C=1C(OCC1)=O)C)OC(C(CC1=CC=CC=C1)N)=O